vanadium sodium phosphate sodium [Na+].P(=O)([O-])([O-])[O-].[Na+].[V+5]